2-Pentanone CC(CCC)=O